OC=1C(=C2C(=CN(C2=CC1)C1=CC=CC=C1)C(C)=O)CN1CCCCC1 1-(5-hydroxy-1-phenyl-4-(piperidin-1-ylmethyl)-1H-indol-3-yl)ethan-1-one